CC1(C2=CC=CC=C2N(C=2C=CC=CC12)C1=CC=CC2=CC=CC=C12)C 9,9-dimethyl-10-(naphthalen-1-yl)-9,10-dihydroacridine